acrylic acid, glycidyl ester C(C=C)(=O)OCC1CO1